N1CCC(CC1)N[C@H]1CCC2=CC(=CC=C12)N1C(=NC=2C1=NC(=CC2)N2N=CC=C2)C=2C(=NC=CC2)N (S)-3-(3-(1-(piperidin-4-ylamino)-2,3-dihydro-1H-inden-5-yl)-5-(1H-pyrazol-1-yl)-3H-imidazo[4,5-b]pyridin-2-yl)pyridin-2-amine